5-acetyl-3-(2-(3-methoxyoxetan-3-yl)thiazol-5-yl)-7-methylquinoline-2-carbonitrile C(C)(=O)C1=C2C=C(C(=NC2=CC(=C1)C)C#N)C1=CN=C(S1)C1(COC1)OC